C[Sn](C1=CC=C(O1)C=C(C#N)C#N)(C)C 5-(Trimethylstannyl)-2-dicyanovinylfuran